rel-(2s,3R,4R,5s)-N-(6-((R)-2,2-dimethyl-1,3-dioxolan-4-yl)pyridin-3-yl)-3-(4-fluoro-2-methoxy-3-methylphenyl)-4,5-dimethyl-5-(trifluoromethyl)tetrahydrofuran-2-carboxamide CC1(OC[C@H](O1)C1=CC=C(C=N1)NC(=O)[C@H]1O[C@@]([C@@H]([C@@H]1C1=C(C(=C(C=C1)F)C)OC)C)(C(F)(F)F)C)C |o1:15,17,18,19|